1-(6-chloro-1H-pyrazolo[4,3-C]pyridin-3-yl)-4-methylpyrrolidin-3-ol ClC1=CC2=C(C=N1)C(=NN2)N2CC(C(C2)C)O